C1=CC=C(C=C1)SC[C@@H](C(=O)O)N S-Phenyl-L-Cysteine